(1S,2S,5R)-N-(benzo[d]oxazol-6-ylmethyl)-N-(4,4-dimethylcyclohexyl)-3-tosyl-3-azabicyclo[3.1.0]hexane-2-carboxamide O1C=NC2=C1C=C(C=C2)CN(C(=O)[C@@H]2[C@H]1C[C@H]1CN2S(=O)(=O)C2=CC=C(C)C=C2)C2CCC(CC2)(C)C